3-(5-(1-(3-methyl-6-(trifluoromethoxy)-1H-indole-2-carbonyl)piperidin-4-yl)-1-oxoisoindolin-2-yl)piperidine-2,6-dione CC1=C(NC2=CC(=CC=C12)OC(F)(F)F)C(=O)N1CCC(CC1)C=1C=C2CN(C(C2=CC1)=O)C1C(NC(CC1)=O)=O